2,3,4,5,6-pentafluoro-3',5'-dimethoxy-1,1'-biphenyl FC1=C(C(=C(C(=C1F)F)F)F)C1=CC(=CC(=C1)OC)OC